C1(CCC2=CC=CC=C12)NC(\C=C\C1=CC2=C(C=N1)C=NN2)=O (E)-N-(2,3-dihydro-1H-inden-1-yl)-3-(1H-pyrazolo[4,3-c]pyridin-6-yl)acrylamide